FC1=CC=C(C=C1)CN1C(CCC1=O)C(C(=O)OC)C methyl 2-[1-[(4-fluorophenyl)methyl]-5-oxopyrrolidin-2-yl]propionate